geranonitrile C(\C=C(/C)\CCC=C(C)C)#N